1-chloro-1-methylethyltri-n-propoxysilane ClC(C)(C)[Si](OCCC)(OCCC)OCCC